OC=1C=C(C=CC1)C(CC(=O)OCC)=O ethyl 3-(3-hydroxyphenyl)-3-oxopropanoate